OC1=C(C=CC(=C1)O)SC1=C(C=C(C=C1)O)O bis(2,4-dihydroxyphenyl) sulfide